C(CCCCCCCCCCCC)OP(O)O.P(=O)(OC1=CC=CC=C1)(OC1=CC=CC=C1)O diphenyl phosphate mono(tridecyl)phosphite